ClC1=CC2=C(CCO2)C=C1NC1=NC=C2N(C(N(C2=N1)C1C2(CCC(C1)CC2)C#N)=O)C 2-(((6-chloro-2,3-dihydrobenzofuran-5-yl)amino)-7-methyl-8-oxo-7,8-dihydro-9H-purin-9-yl)bicyclo[2.2.2]octane-1-carbonitrile